NCC1=C(C=C(N)C=C1)C 4-(aminomethyl)-3-methylaniline